C(C)OC(=O)C1=C(C2=C(S1)C=CC=C2C#N)CBr 3-(bromomethyl)-4-cyanobenzo[b]thiophene-2-carboxylic acid ethyl ester